6-(cyclopropanecarboxamido)-4-((2-methoxy-3-(1-((3S,4S)-4-(methoxy-d3)tetrahydrofuran-3-yl)-1H-pyrazol-4-yl)phenyl)amino)nicotinamide C1(CC1)C(=O)NC1=NC=C(C(=O)N)C(=C1)NC1=C(C(=CC=C1)C=1C=NN(C1)[C@H]1COC[C@H]1OC([2H])([2H])[2H])OC